tert-Butyl 4-[4-[3-cyano-5-[3-methyl-1-(2-pyridyl)butoxy]imidazo[1,2-a]pyridin-7-yl]-5-methyl-triazol-1-yl]piperidine-1-carboxylate C(#N)C1=CN=C2N1C(=CC(=C2)C=2N=NN(C2C)C2CCN(CC2)C(=O)OC(C)(C)C)OC(CC(C)C)C2=NC=CC=C2